3-(2-Boronoethyl)-2-hydroxy-6-{[1-(1H-imidazole-2-carbonyl)azetidin-3-yl]oxy}benzoic acid B(O)(O)CCC=1C(=C(C(=O)O)C(=CC1)OC1CN(C1)C(=O)C=1NC=CN1)O